C(C1CO1)OCCC[Si](O[Si](C1=CC=CC=C1)(O[Si](CCCOCC1CO1)(C)C)O[Si](CCCOCC1CO1)(C)C)(C)C tri(glycidoxypropyl-dimethylsiloxy)phenylsilane